N1CCC(CC1)C(=O)N1CCN(CC1)C1=CC=C2C=NN(C2=C1)C=1C=C(C=CC1)C piperidin-4-yl(4-(1-(m-tolyl)-1H-indazol-6-yl)piperazin-1-yl)methanone